OC1=C(C(=O)[O-])C(=CC(=C1)C)O 2,6-dihydroxy-4-methyl-benzoate